4-((pyrrolidin-1-ylmethyl)benzyl)-1H-pyrazolo[3,4-d]pyrimidin-4-amine N1(CCCC1)CC(C1=CC=CC=C1)C1(C=2C(=NC=N1)NNC2)N